1,1,3-Tris(2-methyl-4-hydroxy-5-tert-butylphenyl)-butan CC1=C(C=C(C(=C1)O)C(C)(C)C)C(CC(C)C1=C(C=C(C(=C1)C(C)(C)C)O)C)C1=C(C=C(C(=C1)C(C)(C)C)O)C